(Methylsulfinyl)benzene CS(=O)C1=CC=CC=C1